C(C)(C)(C)N(C(O)=O)C1=C(C(=NC=C1)Cl)F.C(C)C1=C(C=CC=C1)[C@H]1N(CCC1)C1CC2(C1)CCN(CC2)C2=CC=C(C(=O)N)C=C2 4-(2-((S)-2-(2-ethylphenyl)pyrrolidin-1-yl)-7-azaspiro[3.5]non-7-yl)benzamide Tert-butyl-(2-chloro-3-fluoropyridin-4-yl)carbamate